5-chloro-1-methylpyrrolo[3,2-b]pyridine-3-carbonitrile ClC1=CC=C2C(=N1)C(=CN2C)C#N